2-(5-(trifluoromethyl)pyridin-2-yl)pyrazolidin-3-one FC(C=1C=CC(=NC1)N1NCCC1=O)(F)F